2-(2-hydroxy-3-t-butyl-5-methylphenyl)-2H-benzotriazole OC1=C(C=C(C=C1C(C)(C)C)C)N1N=C2C(=N1)C=CC=C2